3-[(morpholin-4-yl)carbonyl]benzene N1(CCOCC1)C(=O)C=1C=CC=CC1